(S)-N-(3-(1-amino-3-cyanopropyl)phenyl)methanesulfonamide N[C@@H](CCC#N)C=1C=C(C=CC1)NS(=O)(=O)C